5-(((trans-3-(4-(5-chloropyridin-2-yl)-3-cyclopropyl-1H-pyrazol-1-yl)cyclobutyl)methyl)amino)-2-(2,6-dioxopiperidin-3-yl)isoindoline-1,3-dione ClC=1C=CC(=NC1)C=1C(=NN(C1)[C@@H]1C[C@H](C1)CNC=1C=C2C(N(C(C2=CC1)=O)C1C(NC(CC1)=O)=O)=O)C1CC1